C1(CCC1)C(C1=NC=CC=N1)N(C=1NC(C2=C(N1)N(N=C2C#N)C(C)C=2C=NC(=CC2)C(F)(F)F)=O)C 6-[[cyclobutyl(pyrimidin-2-yl)methyl]-methyl-amino]-4-oxo-1-[1-[6-(trifluoromethyl)-3-pyridyl]ethyl]-5H-pyrazolo[3,4-d]pyrimidine-3-carbonitrile